C(C)N1N=C(C=C1C=1NC(=NN1)C1=C2C=NN(C2=CC(=C1)C(=O)N)CC[C@H]1CN(CCC1)C)C 4-[5-(1-ethyl-3-methyl-1H-pyrazol-5-yl)-4H-1,2,4-triazol-3-yl]-1-{2-[(3S)-1-methylpiperidin-3-yl]ethyl}-1H-indazole-6-carboxamide